hydroxy-2H-tetrazole-5-acetic acid ON1N=C(N=N1)CC(=O)O